bis(3-(3-(3-aminopropyl)-1,1,3,3-tetramethyldisiloxaneyl)propyl)amine NCCC[Si](O[Si](C)(C)CCCNCCC[Si](O[Si](CCCN)(C)C)(C)C)(C)C